CN1CCC(CC1)NC1=C2C(=NC=C1[N+](=O)[O-])N(C=C2)S(=O)(=O)C2=CC=CC=C2 1-methyl-4-((5-nitro-1-(benzenesulfonyl)-1H-pyrrolo[2,3-b]pyridin-4-yl)amino)piperidine